1-(4-(trifluoromethoxy)phenyl)-1H-pyrazol-3-amine FC(OC1=CC=C(C=C1)N1N=C(C=C1)N)(F)F